(R)-2-((R)-2-((S)-2-amino-3-(1H-imidazol-4-yl)propylamino)-2-cyclohexylacetylamino)-N-methyl-5-phenylpentanamide N[C@H](CN[C@@H](C(=O)N[C@@H](C(=O)NC)CCCC1=CC=CC=C1)C1CCCCC1)CC=1N=CNC1